C(#N)CC1=CC=CC2=C1C(=C(O2)C#CCNC(OC(C)(C)C)=O)F tert-butyl (3-(4-(cyanomethyl)-3-fluorobenzofuran-2-yl)prop-2-yn-1-yl)carbamate